γ-Carboxyglutamin C(=O)(O)C(C[C@H](N)C(=O)O)C(N)=O